1-(3-trifluoromethylphenyl)piperazine FC(C=1C=C(C=CC1)N1CCNCC1)(F)F